ClC=1C=CC(=C(C1)N1CC(N(CC1=O)C(C(=O)NC1=CC=C(C(=O)O)C=C1)CC1=CC=CC=C1)=O)C1=CC=NN1 4-(2-(4-(5-chloro-2-(1H-pyrazol-5-yl)phenyl)-2,5-dioxopiperazin-1-yl)-3-phenylpropanamido)benzoic acid